tert-butyl (3S,5S)-3-[[4-[4-[4-[(E)-dimethylaminomethyleneamino]-2,5-difluoro-phenoxy]-2-methyl-thiazol-5-yl]pyrimidin-2-yl]amino]-5-fluoro-piperidine-1-carboxylate CN(C)\C=N\C1=CC(=C(OC=2N=C(SC2C2=NC(=NC=C2)N[C@@H]2CN(C[C@H](C2)F)C(=O)OC(C)(C)C)C)C=C1F)F